S(=S)(=O)(OCCCCN1CN(CN(C1)CCCCOS(=S)(=O)[O-])CCCCOS(=S)(=O)[O-])[O-] S'-((1,3,5-triazinane-1,3,5-triyl) tris(butane-4,1-diyl)) tris(thiosulfate)